ClC=1C(=C(C(=CC1)OC)C1=CC(=NC=C1C(=O)NC=1SC(=NN1)SCCCC#N)C)F 4-(3-Chloro-2-fluoro-6-methoxyphenyl)-N-(5-((3-cyanopropyl)thio)-1,3,4-thiadiazol-2-yl)-6-methylnicotinamide